C1(CCC1)C1=CC(=C(C(=O)N2CCC(CC2)C2=C(C#N)C=CC=C2)C=C1C1=NN=C(N1)COC)C (1-(4-cyclobutyl-5-(5-(methoxymethyl)-4H-1,2,4-triazol-3-yl)-2-methylbenzoyl)piperidin-4-yl)benzonitrile